OCC=1C=C(C2=C(C(NCCO2)=O)C1)C=1C(=NN(C1)C)C(F)(F)F 7-(hydroxymethyl)-9-(1-methyl-3-(trifluoromethyl)-1H-pyrazol-4-yl)-3,4-dihydrobenzo[f][1,4]oxazepin-5(2H)-one